C(C)(=O)OCCN(CC(=O)O)CCNC(=O)OCC1C2=CC(=CC=C2C=2C=CC(=CC12)C(NCCOCCOCCOCCN=[N+]=[N-])=O)C(NCCOCCOCCOCCN=[N+]=[N-])=O N-(2-acetoxyethyl)-N-(2-((((2,7-bis((2-(2-(2-(2-azidoethoxy)-ethoxy)ethoxy)-ethyl)carbamoyl)-9H-fluoren-9-yl)methoxy)carbonyl)amino)ethyl)glycine